N-(1-(4-bromophenyl-ethyl)-5-cyano-1H-benzo[d]imidazol-2-yl)-3-methylbutanamide BrC1=CC=C(C=C1)CCN1C(=NC2=C1C=CC(=C2)C#N)NC(CC(C)C)=O